(2R,3S)-3-((5-fluoro-2-(2-methoxy-7-methylquinoxalin-5-yl)benzo[d]thiazol-6-yl)oxy)butan-2-yl (2-(2-hydroxy-2-methylpropoxy)pyrimidin-5-yl)carbamate OC(COC1=NC=C(C=N1)NC(O[C@H](C)[C@H](C)OC1=CC2=C(N=C(S2)C2=C3N=CC(=NC3=CC(=C2)C)OC)C=C1F)=O)(C)C